Cl.Cl.Cl.FC1=C2C=C(N=NC2=CC=C1)C1CCNCC1 5-fluoro-3-(piperidin-4-yl)cinnoline trihydrochloride